3-(6-(4-(2-(4-(4-((1R,2S)-6-Hydroxy-2-phenyl-1,2,3,4-tetrahydronaphthalen-1-yl)phenyl)piperidin-1-yl)ethyl)piperidin-1-yl)-1-methyl-1H-indazol-3-yl)piperidine-2,6-dione OC=1C=C2CC[C@@H]([C@@H](C2=CC1)C1=CC=C(C=C1)C1CCN(CC1)CCC1CCN(CC1)C1=CC=C2C(=NN(C2=C1)C)C1C(NC(CC1)=O)=O)C1=CC=CC=C1